3-tert-butyl-piperazine-1,3-dicarboxylic acid 3-methyl ester COC(=O)C1(CN(CCN1)C(=O)O)C(C)(C)C